CC=CC(=O)O 3-Methyl-acrylic acid